CN1C(C2=C(C(=C1)C1=CC=C3C=CN(C3=C1)CC1=NC=CC=C1)C=CN2)=O 6-methyl-4-(1-(pyridin-2-ylmethyl)-1H-indol-6-yl)-1,6-dihydro-7H-pyrrolo[2,3-c]pyridin-7-one